C1(=CC=CC=C1)C=1N=C(C2=C(N1)SC1=C2CCCC1)N1CCN(CC1)C(C=C)=O 1-(4-(2-phenyl-5,6,7,8-tetrahydrobenzo[4,5]thieno[2,3-d]pyrimidin-4-yl)piperazin-1-yl)prop-2-en-1-one